N-{5-[(3-fluorophenyl)methyl]pyridin-2-yl}-6-methylpyridazine-3-carboxamide FC=1C=C(C=CC1)CC=1C=CC(=NC1)NC(=O)C=1N=NC(=CC1)C